4,7,7-trichloro-7H-benzo[b]naphtho[1,2-d]silole ClC=1C=2C=CC3=C(C4=C([Si]3(Cl)Cl)C=CC=C4)C2C=CC1